FC1=C(C=C(C=C1)N(C(=O)C1N(NC(C1)=O)C1=NC(=CC(=N1)C)C(F)(F)F)CCCC1CN(C1)C)C N-(4-fluoro-3-methylphenyl)-2-(4-methyl-6-(trifluoromethyl)pyrimidin-2-yl)-N-(3-(1-methylazetidin-3-yl)propyl)-5-oxopyrazolidine-3-carboxamide